[Cl-].C(C)(C)C1=CC=C(C=C1)C([NH3+])C1=C(C=CC=C1)NC(=O)C1CCN(CC1)C (4-isopropylphenyl)(2-(1-methylpiperidine-4-carboxamido)phenyl)methanaminium chloride